tert-Butyl N-(4-(methoxymethylene)-5-methylhexyl)-N-methylcarbamate COC=C(CCCN(C(OC(C)(C)C)=O)C)C(C)C